O.C(C1=CC=CC=C1)(=O)C(C(C(=O)O)(O)C(C1=CC=CC=C1)=O)(O)C(=O)O (+)-dibenzoyltartaric acid monohydrate